C1(CC1)C1=NN2C(N(C([C@H](CC2)NC(=O)C2=NN(C=N2)CC2=C(C(=CC=C2)Cl)Cl)=O)C)=C1 (S)-N-(2-Cyclopropyl-4-methyl-5-oxo-5,6,7,8-tetrahydro-4H-pyrazolo[1,5-a][1,3]diazepin-6-yl)-1-(2,3-dichlorobenzyl)-1H-1,2,4-triazol-3-carboxamid